N-(3-methylsulfonyl-phenyl)-2-[2-methyl-4-(trifluoromethoxy)phenoxy]-5-(trifluoromethyl)pyridine-3-carboxamide CS(=O)(=O)C=1C=C(C=CC1)NC(=O)C=1C(=NC=C(C1)C(F)(F)F)OC1=C(C=C(C=C1)OC(F)(F)F)C